4-((2'S,3S,4'S,5'R)-1-(4-carboxybenzyl)-5-chloro-4'-(3-chloro-2-fluorophenyl)-2'-neopentyl-spiro[indoline-3,3'-pyrrolidine]-5'-carboxamido)-3-methoxybenzoic acid C(=O)(O)C1=CC=C(CN2C[C@@]3([C@@H](N[C@H]([C@@H]3C3=C(C(=CC=C3)Cl)F)C(=O)NC3=C(C=C(C(=O)O)C=C3)OC)CC(C)(C)C)C3=CC(=CC=C23)Cl)C=C1